2-(cyclopropylmethyl)-N-(2-ethyl-5-{[(1S,2S,4S)-2-hydroxy-4-(trifluoromethoxy)cyclopentyl]carbamoyl}phenyl)-1,3-thiazole-5-carboxamide C1(CC1)CC=1SC(=CN1)C(=O)NC1=C(C=CC(=C1)C(N[C@@H]1[C@H](C[C@H](C1)OC(F)(F)F)O)=O)CC